OP(O)OP(O)O.C(C)(C)(C)C1=C(C(=CC(=C1)C)C(C)(C)C)C(O)(C(CO)(CO)CO)CCCCCCCC(C)C (2,6-di-tert-butyl-4-methylphenyl)isodecyl-pentaerythritol diphosphite